methyl 3-O-(2-azido-3,4,6-tri-O-benzyl-2-deoxy-β-D-glucopyranosyl)-2-O-benzyl-5-O-(4-methoxyphenyl)-D-ribofuranoside N(=[N+]=[N-])[C@H]1[C@@H](O[C@@H]([C@H]([C@@H]1OCC1=CC=CC=C1)OCC1=CC=CC=C1)COCC1=CC=CC=C1)O[C@H]1[C@H](C(OC)O[C@@H]1COC1=CC=C(C=C1)OC)OCC1=CC=CC=C1